FC1(C(C1)C(=O)C1=NC=NN1COCC[Si](C)(C)C)F (2,2-difluorocyclopropyl)(1-{[2-(trimethylsilyl)ethoxy]methyl}-1H-1,2,4-triazol-5-yl)methanone